BrCC1=C(C(=O)O)C=CC(=C1)C(=O)O (bromomethyl)terephthalic acid